N=1NN=C(C1)C1=CC=C(C=C1)C(C)(C)N1CCC(CC1)(CCC1=CC=CC=C1)C(C1=CC=CC=C1)OCC 1-(2-(4-(2H-1,2,3-triazol-4-yl)phenyl)propan-2-yl)-4-(ethoxy(phenyl)methyl)-4-phenethylpiperidine